N-(5-chloro-6-(oxazol-2-yl)pyridin-3-yl)-1-(isoquinolin-4-yl)-5-(trifluoromethyl)-1H-pyrazole-4-carboxamide ClC=1C=C(C=NC1C=1OC=CN1)NC(=O)C=1C=NN(C1C(F)(F)F)C1=CN=CC2=CC=CC=C12